FC1=CC=C(C=C1)N1CC(CC1)OC1=CC=C(C=N1)CN (6-((1-(4-fluorophenyl)pyrrolidin-3-yl)oxy)pyridin-3-yl)methylamine